Methyl 4-(2-aminophenyl)-4-cyanobutanoate NC1=C(C=CC=C1)C(CCC(=O)OC)C#N